p-Ethylstyrol C(C)C1=CC=C(C=C)C=C1